C(#N)C1CN(C1)S(=O)(=O)N1C[C@H](CCC1)C(=O)N1[C@H](CCC1)C(=O)NCC1=CC(=C(C=C1)C(F)(F)F)F 1-(((3S)-1-((3-cyano-1-azetidinyl)sulfonyl)-3-piperidinyl)carbonyl)-N-(3-fluoro-4-(trifluoromethyl)benzyl)-D-prolinamide